4'-((2-butyl-4-oxo-1,3-diazaspiro[4.4]non-1-en-3-yl)methyl-d2)-N-(4,5-dimethylisoxazol-3-yl)-2'-(ethoxymethyl)-N-(methoxymethyl)-[1,1'-biphenyl]-2-sulfonamide C(CCC)C1=NC2(C(N1C(C1=CC(=C(C=C1)C=1C(=CC=CC1)S(=O)(=O)N(COC)C1=NOC(=C1C)C)COCC)([2H])[2H])=O)CCCC2